CN(CCC(=O)NC1=CC=C2C(N(C=NC2=C1)CC1(CCNCC1)O)=O)C 3-(dimethylamino)-N-(3-((4-hydroxypiperidin-4-yl)methyl)-4-oxo-3,4-dihydroquinazolin-7-yl)propionamide